hexadecyl(trimethyl)ammonium bromide [Br-].C(CCCCCCCCCCCCCCC)[N+](C)(C)C